(S)-6-(4-amino-2-oxa-8-azaspiro[4.5]dec-8-yl)-3-(3,4-dichloro-2-methyl-2H-indazole-5-yl)-1H-pyrazolo[3,4-d]pyrimidine-4-carbonitrile N[C@@H]1COCC12CCN(CC2)C2=NC(=C1C(=N2)NN=C1C1=C(C2=C(N(N=C2C=C1)C)Cl)Cl)C#N